N4-(6,7-difluoroquinolin-3-yl)-N2-(5-methoxy-6-(piperidin-4-yloxy)pyridin-3-yl)pyrimidine-2,4-diamine FC=1C=C2C=C(C=NC2=CC1F)NC1=NC(=NC=C1)NC=1C=NC(=C(C1)OC)OC1CCNCC1